N-(2-Aminophenyl)-4-((5-(3-(piperidin-1-yl)propoxy)-1H-indol-1-yl)sulfonyl)benzamide NC1=C(C=CC=C1)NC(C1=CC=C(C=C1)S(=O)(=O)N1C=CC2=CC(=CC=C12)OCCCN1CCCCC1)=O